tert-butyl-(3S,5S)-3-[[4-[4-[(6-amino-5-fluoro-3-pyridyl)oxy]-2-methyl-thiazol-5-yl]pyrimidin-2-yl]amino]-5-fluoro-piperidine-1-carboxylate C(C)(C)(C)OC(=O)N1C[C@H](C[C@@H](C1)F)NC1=NC=CC(=N1)C1=C(N=C(S1)C)OC=1C=NC(=C(C1)F)N